C(C(=C)C)(=O)OCCCCCCCCCCCCCCCCCCO 18-Hydroxyoctadecyl methacrylate